5-(5-butyl-2-methylsulfonylpyrimidin-4-yl)-3-methyl-1-propan-2-ylpyridin-2-one C(CCC)C=1C(=NC(=NC1)S(=O)(=O)C)C=1C=C(C(N(C1)C(C)C)=O)C